(E)-tert-butyl 5-(4-(methylsulfonyl)styryl)-3,4-dihydropyridine-1(2H)-carboxylate CS(=O)(=O)C1=CC=C(/C=C/C=2CCCN(C2)C(=O)OC(C)(C)C)C=C1